e-1,1,1,2,3,4,4,4-octafluoro-2-butene FC(/C(=C(/C(F)(F)F)\F)/F)(F)F